5-(trifluoromethoxy)-1H-benzimidazol FC(OC1=CC2=C(NC=N2)C=C1)(F)F